C(C)C1=CCCC1 ethyl-cyclopentene